C[NH+](C1=CC=CC=C1)C N,N-dimethyl-anilinium